C(C=CCC(=O)[O-])(=O)OCCC(C)C mono-iso-pentyl glutaconate